(Z)-8-chloro-6-((6-(2-cyclopropyl-3,3,3-trifluoroprop-1-en-1-yl)pyrimidin-4-yl)amino)-3-(3-fluorophenyl)-3-methyl-2,3-dihydroimidazo[1,5-a]pyridine-1,5-dione ClC1=C2N(C(C(=C1)NC1=NC=NC(=C1)\C=C(/C(F)(F)F)\C1CC1)=O)C(NC2=O)(C)C2=CC(=CC=C2)F